CC(CC(=O)N1CCCC2=CC(=CC=C12)CC(=O)Cl)C 2-(1-(3-methylbutanoyl)-1,2,3,4-tetrahydroquinolin-6-yl)acetyl chloride